(2S)-2-amino-4-[(6-sulfopyridine-2-yl)carbamoyl]butanoic acid trifluoroacetic acid salt FC(C(=O)O)(F)F.N[C@H](C(=O)O)CCC(NC1=NC(=CC=C1)S(=O)(=O)O)=O